COC1=C(C=CC=C1)C1=CC(=NC=C1C(=O)NC=1SC2=C(N1)CN(C2)C(=O)C2=NC=NN2C)C 4-(2-methoxyphenyl)-6-methyl-N-(5-(1-methyl-1H-1,2,4-triazole-5-carbonyl)-5,6-dihydro-4H-pyrrolo[3,4-d]thiazol-2-yl)nicotinamide